6-(6-(((1S,3S)-3-((7-fluoro-[1,2,4]triazolo[1,5-a]pyridin-2-yl)amino)cyclopentyl)amino)pyridin-3-yl)-5,5-dimethyl-5,6-dihydro-7H-pyrrolo[3,4-b]pyridin-7-one FC1=CC=2N(C=C1)N=C(N2)N[C@@H]2C[C@H](CC2)NC2=CC=C(C=N2)N2C(C1=NC=CC=C1C2(C)C)=O